(R)-N-((S)-1-(((6-amino-2-methylpyridin-3-yl)methyl)amino)-1-oxopropan-2-yl)-4-benzylpiperazine-2-carboxamide dihydrochloride Cl.Cl.NC1=CC=C(C(=N1)C)CNC([C@H](C)NC(=O)[C@@H]1NCCN(C1)CC1=CC=CC=C1)=O